2-(2-chlorooxazol-4-yl)acetonitrile ClC=1OC=C(N1)CC#N